N-(bicyclo[1.1.1]pent-1-yl)-6-cyclopropyl-1-(4-fluorophenylmethyl)-2-oxo-1,2-dihydro-1,8-naphthyridine-3-carboxamide C12(CC(C1)C2)NC(=O)C=2C(N(C1=NC=C(C=C1C2)C2CC2)CC2=CC=C(C=C2)F)=O